1-(4-bromo-5-chloro-6-fluoro-1-(tetrahydro-2H-pyran-2-yl)-1H-indazol-7-yl)but-3-en-1-ol BrC1=C2C=NN(C2=C(C(=C1Cl)F)C(CC=C)O)C1OCCCC1